(cyclohexylmethyl)-6-methoxy-4-oxo-chromene-2-carboxamide C1(CCCCC1)CC1=C(OC2=CC=C(C=C2C1=O)OC)C(=O)N